BrC=1C=CC(=NC1)C1=NC=CC=C1 5-bromo-2,2-bipyridine